CON(C(=O)C1CN(C1)C(=O)OC(C)(C)C)C tert-Butyl 3-(methoxy(methyl)carbamoyl)azetidine-1-carboxylate